N1N=CC2=CC(=CC=C12)NC1=NC(=NC=C1)C=1C=CC2=C(SC(=C2)C(=O)NC2=C(C=NC=C2)Cl)C1 6-(4-((1H-indazol-5-yl)amino)-pyrimidin-2-yl)-N-(3-chloropyridin-4-yl)benzo[b]-thiophene-2-carboxamide